CN1C=NC2=C(C1=O)C(=NC=C2C2=CC=C(C=C2)C(F)(F)F)NCC2(C(NCC2)=O)C 3-methyl-5-(((3-methyl-2-oxopyrrolidin-3-yl)methyl)amino)-8-(4-(trifluoromethyl)phenyl)pyrido[4,3-d]pyrimidin-4(3H)-one